COC=1C=C(C=CC1OC)C=1NC2=CC=C(C=C2C1C(C)C)C=1NC=CN1 2-(3,4-dimethoxyphenyl)-5-(1H-imidazol-2-yl)-3-isopropyl-1H-indole